NC1=NC(=CC(=N1)N)O 2,4-diamino-6-hydroxydiazabenzene